(2R)-N-(5-cyclopropylpyrazin-2-yl)-1-[(3-methyl-2-pyridyl)methyl]piperidine-2-carboxamide C1(CC1)C=1N=CC(=NC1)NC(=O)[C@@H]1N(CCCC1)CC1=NC=CC=C1C